FC(=C(OC(C(OC(C(C#N)(F)F)(F)F)(C(F)(F)F)F)(F)F)F)F perfluoro(8-cyano-5-methyl-3,6-dioxa-1-octene)